4-(2-methylprop-1-en-1-yl)pyridine CC(=CC1=CC=NC=C1)C